(R)-N-(2-chloro-6-fluoro-4-(N-(1-(piperidin-4-yl)ethyl)sulfamoyl)phenyl)-2-methylbenzamide hydrochloride Cl.ClC1=C(C(=CC(=C1)S(N[C@H](C)C1CCNCC1)(=O)=O)F)NC(C1=C(C=CC=C1)C)=O